2-(bromomethyl)-4-chloro-5-methylphenol BrCC1=C(C=C(C(=C1)Cl)C)O